CC=1C(=NOC1)C[C@H](C)C=1C=C(C=CC1)N1C(C2=CC=CC(=C2C1)C(F)(F)F)=O (S)-2-(3-(1-(4-methylisoxazol-3-yl)propan-2-yl)phenyl)-4-(trifluoromethyl)isoindolin-1-one